ClC1=CC=C(OC=2C=C(C=C(C2)F)NC(C2=C(C=CC(=C2)C#N)SC(F)(F)F)=O)C=C1 N-(3-(4-chlorophenoxy)-5-fluorophenyl)-5-cyano-2-((trifluorometh-yl)thio)benzamide